CC(C)(C)S(=O)(=O)N[C@@H]1CCCC12CCN(CC2)C(=O)OC(C)(C)C tert-butyl (R)-1-((R)-1,1-dimethylethylsulfonamido)-8-azaspiro[4.5]decane-8-carboxylate